(E)-1-[4-[(2S)-2-(2,4-Difluorophenyl)-2-hydroxy-3-(1,2,4-triazol-1-yl)propoxy]phenyl]-3-(4-methoxyphenyl)prop-2-en-1-one FC1=C(C=CC(=C1)F)[C@@](COC1=CC=C(C=C1)C(\C=C\C1=CC=C(C=C1)OC)=O)(CN1N=CN=C1)O